(S)-3-(5-(2-(3,4-dihydro-2H-pyrido[3,2-b][1,4]oxazin-6-yl)ethoxy)-1H-indazol-1-yl)-3-(6-methoxypyridin-3-yl)propionic acid O1C2=C(NCC1)N=C(C=C2)CCOC=2C=C1C=NN(C1=CC2)[C@@H](CC(=O)O)C=2C=NC(=CC2)OC